C(#N)C=1C=C(C=NC1OC(F)(F)F)NC(=O)[C@@H]1C[C@](C2=C1C=NC=1N2N=C(C1)F)(C=1C=NN(C1)C)C (6R,8S)-N-(5-cyano-6-(trifluoromethoxy)pyridin-3-yl)-2-fluoro-8-methyl-8-(1-methyl-1H-pyrazol-4-yl)-7,8-dihydro-6H-cyclopenta[e]pyrazolo[1,5-a]pyrimidine-6-carboxamide